N-(5-methyl-2-(3-phenyl-1,4-diazepan-1-yl)pyrimidin-4-yl)-1H-indazol-5-amine CC=1C(=NC(=NC1)N1CC(NCCC1)C1=CC=CC=C1)NC=1C=C2C=NNC2=CC1